2,2,7-trifluoro-6-(2,3,4,6-tetrafluorophenyl)-2H-benzo[b][1,4]oxazin FC1(C=NC2=C(O1)C=C(C(=C2)C2=C(C(=C(C=C2F)F)F)F)F)F